((4-nitro(phenyl)sulfonyl)oxygen) methyl-valerate COC(CCCC)=O.[N+](=O)([O-])C1=CC=C(C=C1)S(=O)(=O)[O]